3-(pyridazin-3-yl)acrylamide N1=NC(=CC=C1)C=CC(=O)N